ClC=1C=NC=C(C1[C@@H](C)OC=1C=C2C(=NN(C2=CC1)C1OCCCC1)C=1C=NC(=CC1)N1CC(C1)(C)CP(=O)(OC)OC)Cl 5-[(1R)-1-(3,5-dichloro-4-pyridyl)ethoxy]-3-[6-[3-(dimethoxyphosphorylmethyl)-3-methyl-azetidin-1-yl]-3-pyridyl]-1-tetrahydropyran-2-yl-indazole